5-O-(beta-D-glucopyranosyl)gentisic acid [C@@H]1([C@H](O)[C@@H](O)[C@H](O)[C@H](O1)CO)OC1=CC=C(C(C(=O)O)=C1)O